C(C1=CC=CC=C1)C1=NC(=NN1)C(=O)N[C@H]1C=2N(C3=C(CC1)C=CC=C3)C=CN2 (R)-5-Benzyl-N-(5,6-dihydro-4H-benzo[f]imidazo[1,2-a]azepin-4-yl)-1H-1,2,4-triazole-3-carboxamide